serine sodium salt [Na+].N[C@@H](CO)C(=O)[O-]